C(CCCCCC)SCC(CCCCC(CCCCC(CSCCCCCCC)O)=O)O 1,13-bis(heptylthio)-2,12-dihydroxytridecan-7-one